5-amino-1,2-pentanedithiol NCCCC(CS)S